OC1(CCN(CC1)CC(=O)N(C)C)CN1C=CC2=C(C=CC=C12)CN1C(N(CCC1)C1=CC(=C(C=C1)OC)OCCCCC)=O 2-(4-hydroxy-4-((4-((3-(4-methoxy-3-(pentyloxy)phenyl)-2-oxotetrahydropyrimidin-1(2H)-yl)methyl)-1H-indol-1-yl)methyl)piperidin-1-yl)-N,N-dimethylacetamide